(R)-2-(4-((1-cyclobutylpiperidin-3-yl)amino)phthalazin-1-yl)-5-(trifluoromethyl)phenol C1(CCC1)N1C[C@@H](CCC1)NC1=NN=C(C2=CC=CC=C12)C1=C(C=C(C=C1)C(F)(F)F)O